zinc nitrate hydrate O.[N+](=O)([O-])[O-].[Zn+2].[N+](=O)([O-])[O-]